CC1(OB(OC1(C)C)C1=CCC(CC1)C(F)(F)F)C 4,4,5,5-tetramethyl-2-[4-(trifluoromethyl)cyclohexen-1-yl]-1,3,2-dioxaborolan